O[C@H]([C@H](C(=O)OC)C)C(C)C methyl (2R,3S)-3-hydroxy-2,4-dimethyl-pentanoate